FC1=C(C=CC=C1)N1CC(CC1=O)NC(CC1=C(C=CC=C1)C)=O N-[1-(2-fluorophenyl)-5-oxopyrrolidin-3-yl]-2-(2-methylphenyl)acetamide